C(#N)C=1C=CC=C(C(=O)Cl)C1 5-cyanobenzoyl chloride